1,2-diselenocyanoundecane [Se](C#N)CC(CCCCCCCCC)[Se]C#N